NC1=C(C=NN1C=1C=NC(=CC1C)OC1=C(C=CC=C1F)F)C(=O)C1=CC2=C(C=C3C(=N2)CN(CC3)C3COC3)N1 (5-amino-1-{6-[(2,6-difluorophenyl)oxy]-4-methylpyridin-3-yl}pyrazol-4-yl)[6-(oxetan-3-yl)-5,6,7,8-tetrahydro-1H-pyrrolo[2,3-e]pyrido[3,4-b]pyridin-2-yl]methanone